N-[4-(1,2-dimethylpropyl)-6-phenoxy-pyrimidin-2-yl]benzenesulfonamide CC(C(C)C)C1=NC(=NC(=C1)OC1=CC=CC=C1)NS(=O)(=O)C1=CC=CC=C1